OC=1C=C2CCC([C@H](C2=CC1)C1=CC=C(C=C1)N1CCCCC1)(C)C 1-(4-((S)-6-Hydroxy-2,2-dimethyl-1,2,3,4-tetrahydronaphthalen-1-yl)phenyl)piperidin